N1C=CC2=CC=CN=C12 7-AZAINDOLE